NC=1C=C(N2C1C(NC(C2)=O)C2=C(C=CC(=C2)F)Cl)C=2C=NN(C2)C(F)F 8-amino-1-(2-chloro-5-fluorophenyl)-6-(1-(difluoromethyl)-1H-pyrazol-4-yl)-1,2-dihydropyrrolo[1,2-a]pyrazin-3(4H)-one